6-((3S,4S)-3,4-difluoropyrrolidin-1-yl)quinoline-4-carboxylic acid F[C@H]1CN(C[C@@H]1F)C=1C=C2C(=CC=NC2=CC1)C(=O)O